F[C@H]1CN(CC[C@H]1NC=1C=2N(C=CN1)C(=C(N2)I)SC(F)(F)F)C (3S,4R)-3-fluoro-N-{2-iodo-3-[(trifluoromethyl)sulfanyl]imidazo[1,2-a]pyrazin-8-yl}-1-methylpiperidin-4-amine